ClC1=CC=C2C(=CN=C(C2=C1)OC)S(=O)(=O)NC1=C(C=C(C(=C1)F)CC#N)F 7-chloro-N-[4-(cyanomethyl)-2,5-difluoro-phenyl]-1-methoxy-isoquinoline-4-sulfonic acid amide